Mono-sec-Butyl-Tin Oxide C(C)(CC)[Sn]=O